4-bromo-2-[2-fluoro-4-[3-(2-oxooxazolidin-3-yl)propoxy]phenoxy]benzonitrile BrC1=CC(=C(C#N)C=C1)OC1=C(C=C(C=C1)OCCCN1C(OCC1)=O)F